(1R,2S,5R)-1-Amino-5-(2-boronoethyl)-2-((dibenzylamino)methyl)cyclohexane-1-carboxylic acid dihydrochloride Cl.Cl.N[C@]1([C@@H](CC[C@H](C1)CCB(O)O)CN(CC1=CC=CC=C1)CC1=CC=CC=C1)C(=O)O